8-((1,3-Dimethyl-1H-pyrazol-5-yl)sulfonyl)-2-(tetrahydro-2H-pyran-4-yl)-2,8-diazaspiro[4.5]decane CN1N=C(C=C1S(=O)(=O)N1CCC2(CCN(C2)C2CCOCC2)CC1)C